FC(C1=CC=C(C=C1)N1C[C@H]2N(C3=C1C=CC=N3)CCN(C2)C(C=C)=O)(F)F |r| (R)- and (S)-1-(5-(4-(trifluoromethyl)phenyl)-5,6,6a,7,9,10-hexahydro-8H-pyrazino[1,2-a]pyrido[3,2-e]pyrazin-8-yl)prop-2-en-1-one